3-(7-((8-(diethylamino)octyl)amino)-1-methyl-1H-indazol-3-yl)piperidine-2,6-dione C(C)N(CCCCCCCCNC=1C=CC=C2C(=NN(C12)C)C1C(NC(CC1)=O)=O)CC